(2-(2-chloroacetyl)-2-azaspiro[3.3]heptan-6-yl)carbamic acid tert-butyl ester C(C)(C)(C)OC(NC1CC2(CN(C2)C(CCl)=O)C1)=O